C[C@H](C(=O)O)OC1=CC=C(C=C1)O (R)-(+)-2-(4-hydroxyphenoxy)propionic acid